CC1C(CCCC1)CCC methyl-2-n-propylcyclohexane